3-(2-aminoethyl)-2-methylpropionic Acid NCCCC(C(=O)O)C